10,10-bis(4-hydroxyethoxyphenyl)anthrone OCCOC1=CC=C(C=C1)C1(C=2C=CC=CC2C(C2=CC=CC=C12)=O)C1=CC=C(C=C1)OCCO